O1C(=CC=C1)C(=O)N1CCN(CC1)[C@@H]1CC(N(C1)C1=CC=C(C=C1)C1=CC=C(C=C1)B1OC(C(O1)(C)C)(C)C)=O (R)-4-(4-(Furan-2-carbonyl)piperazin-1-yl)-1-(4'-(4,4,5,5-tetramethyl-1,3,2-dioxaborolan-2-yl)-[1,1'-biphenyl]-4-yl)pyrrolidin-2-one